2-methyl-5-[(8R)-8-phenyl-6-azaspiro[3.4]octane-6-carbonyl]-4H-1,2,4-triazol-3-one CN1N=C(NC1=O)C(=O)N1CC2(CCC2)[C@H](C1)C1=CC=CC=C1